NC1=C(C2=C(S1)C(=CC=C2C=2C1=C(C=3C=NC(=NC3C2F)OCC23CCCN3CC(C2)=C)COC1)F)C#N 2-Amino-7-fluoro-4-(5-fluoro-3-((2-methylidenetetrahydro-1H-pyrrolizin-7a(5H)-yl)methoxy)-7,9-dihydrofuro[3,4-f]quinazolin-6-yl)benzo[b]thiophene-3-carbonitrile